FC=1C=C(C=CC1F)N1[C@@H](CCC1=O)C(=O)NC1=C(C=CC(=C1)C=1C(=NOC1C)C)N[C@H]1C[C@@H](CC1)OCC (S)-1-(3,4-difluorophenyl)-N-(5-(3,5-dimethylisoxazol-4-yl)-2-((trans-(1r,3r)-3-ethoxycyclopentyl)amino)phenyl)-5-oxopyrrolidine-2-carboxamide